(1S,2S,4R,5R,6S,7S)-7-(2-fluoropyridin-4-yl)-N-(3-(trifluoromethyl)phenyl)-8-oxatricyclo[3.2.1.02,4]octane-6-carboxamide FC1=NC=CC(=C1)[C@@H]1[C@@H]([C@H]2[C@@H]3C[C@@H]3[C@@H]1O2)C(=O)NC2=CC(=CC=C2)C(F)(F)F